6-fluoro-N-(1-(5-(3-cis-(trifluoromethoxy)cyclobutyl)-1,3,4-oxadiazol-2-yl)-2-oxabicyclo[2.2.2]oct-4-yl)quinoline-2-carboxamide FC=1C=C2C=CC(=NC2=CC1)C(=O)NC12COC(CC1)(CC2)C=2OC(=NN2)C2(CCC2)OC(F)(F)F